tetracosa-11,14,17-trienoic acid C(CCCCCCCCCC=CCC=CCC=CCCCCCC)(=O)O